NCC=1N=NC(=CC1N1[C@@H](CN(CC1)C(C)=O)C)N1CC2CCC(C1)O2 1-((3R)-4-(3-(aminomethyl)-6-(8-oxa-3-azabicyclo[3.2.1]oct-3-yl)pyridazin-4-yl)-3-methylpiperazin-1-yl)ethan-1-one